4-[bromo(2H2)methyl]-1-methylpyrazole BrC(C=1C=NN(C1)C)([2H])[2H]